BrC1=C(C=C(C=C1)S(=O)(=O)N1C[C@@]2(CCN(C2)C(CCl)=O)CC1)F (S)-1-(7-((4-bromo-3-fluorophenyl)sulfonyl)-2,7-diazaspiro[4.4]nonan-2-yl)-2-chloroethan-1-one